ClC1=CC=C(C=C1)C=1N=CN(C1C1=CC=NC=C1)CC(=O)[O-] [4-(4-chlorophenyl)-5-(pyridin-4-yl)-1H-imidazol-1-yl]Acetate